FC1=C(C(=C(C(=C1[B-](C1=C(C(=C(C(=C1F)F)F)F)F)(C1=C(C(=C(C(=C1F)F)F)F)F)C1=C(C(=C(C(=C1F)F)F)F)F)F)F)F)F.C(#N)C1=[N+](C=CC=C1)CC1=CC=C(C=C1)Cl 2-cyano-1-(4-chlorobenzyl)pyridinium tetrakis(pentafluorophenyl)borate